(2R,3s)-2-((tert-butoxycarbonyl)amino)-3-methoxybutyric acid C(C)(C)(C)OC(=O)N[C@@H](C(=O)O)[C@H](C)OC